C(C)NCCCSC N-ethyl-3-methylsulfanyl-propane-1-amine